NC1=NC=C(C2=C1C(=NN2C)C2=CC(=C(C=C2)NS(=O)(=O)C(F)F)OC(C)C)C=2C=NN(C2)C2CCOCC2 N-(4-(4-amino-1-methyl-7-(1-(tetrahydro-2H-pyran-4-yl)-1H-pyrazol-4-yl)-1H-pyrazolo[4,3-c]pyridin-3-yl)-2-isopropoxy-phenyl)-1,1-difluoromethane-sulfonamide